aluminum oxide monoacetoacetate C(CC(=O)C)(=O)[O-].[O-2].[Al+3]